azaspiro[2.4]heptane-7-carbonitrile N1CC12CCCC2C#N